C1=CC=CC=2C3=CC=CC=C3C(C12)(C1=CC=C(C=C1)O)C1=CC=C(C=C1)O 4,4'-(9-fluorenylidene)diphenol